C(C)(C)N1N=CC=2C1=NC(=CC2)NC2=NC=C(C(=C2)N2C[C@H](CCC2)O)C=2C=NN(C2)CC(F)(F)F (S)-1-(2-((1-isopropyl-1H-pyrazolo[3,4-b]pyridin-6-yl)amino)-5-(1-(2,2,2-trifluoroethyl)-1H-pyrazol-4-yl)pyridin-4-yl)piperidin-3-ol